(R)-5-cyclopropyl-6-(2-(ethoxymethoxy)-4-ethynylphenyl)-N-(1-ethylpiperidin-3-yl)-1,2,4-triazin-3-amine C1(CC1)C=1N=C(N=NC1C1=C(C=C(C=C1)C#C)OCOCC)N[C@H]1CN(CCC1)CC